C(C)C1=C(C=CC=C1)[C@@H]1N(CCCCC1)C=O |r| (+/-)-2-(2-ethylphenyl)azepane-1-carbaldehyde